phenyl N-[2,4,5-trihydroxy-6-(hydroxymethyl) oxacyclohexan-3-yl]Carbamate OC1OC(C(C(C1NC(OC1=CC=CC=C1)=O)O)O)CO